(R)-3-((2-chloro-5-methoxypyrimidin-4-yl)oxy)-10-methyl-9,10,11,12-tetrahydro-8H-[1,4]diazepino[5',6':4,5]thieno[3,2-f]quinoxalin-8-one ClC1=NC=C(C(=N1)OC1=NC=2C=CC3=C(C2N=C1)C1=C(S3)C(N[C@@H](CN1)C)=O)OC